trans-3-((5-fluoropyrimidin-2-yl)oxy)cyclobutan-1-amine hydrochloride Cl.FC=1C=NC(=NC1)O[C@@H]1C[C@H](C1)N